FC(CC1=NSC(=N1)NC(=O)C=1OC(=C(C1)C1=CC(=CC=C1)OC(F)(F)F)C)(C)F N-(3-(2,2-difluoropropyl)-1,2,4-thiadiazol-5-yl)-5-methyl-4-(3-(trifluoromethoxy)phenyl)furan-2-carboxamide